(1r,3s,5s)-8-(5-(5-fluoro-2-methoxypyridin-4-yl)-1H-pyrazole-3-carbonyl)-8-azabicyclo[3.2.1]Octane-3-carboxylic acid FC=1C(=CC(=NC1)OC)C1=CC(=NN1)C(=O)N1[C@H]2CC(C[C@@H]1CC2)C(=O)O